N-(4-(4-methyl-5-(4-phenoxyphenyl)-7H-pyrrolo[2,3-d]pyrimidin-6-yl)phenyl)acrylamide CC=1C2=C(N=CN1)NC(=C2C2=CC=C(C=C2)OC2=CC=CC=C2)C2=CC=C(C=C2)NC(C=C)=O